C1(CC1)C1=NC=NC=C1C1=C(OC2=C(N=CN=N2)N2CC3(CN(C3)[C@H](CCC(=O)N)C(C)C)CC2)C=CC(=C1)F (R)-4-(6-(6-(2-(4-cyclopropylpyrimidin-5-yl)-4-fluorophenoxy)-1,2,4-triazin-5-yl)-2,6-diazaspiro[3.4]oct-2-yl)-5-methylhexanamide